NC1=CC(=C2O[C@@H](CC(C(CC[C@](C3=NN=C(C1=N2)O3)(O)C(F)(F)F)[2H])[2H])C)C(F)(F)F (6R,12R)-17-Amino-9,10-dideuterio-12-methyl-6,15-bis(trifluoromethyl)-13,19-dioxa-3,4,18-triazatricyclo[12.3.1.12,5]nonadeca-1(18),2,4,14,16-pentaen-6-ol